N-((5-amino-6-methyl-3-((trimethylsilyl)ethynyl)-1H-pyrrolo[3,2-b]pyridin-2-yl)methyl)benzamide NC1=C(C=C2C(=N1)C(=C(N2)CNC(C2=CC=CC=C2)=O)C#C[Si](C)(C)C)C